CC1=C(C(=CC=C1)C)NC1=NN(C2=NC(=NC=C21)NC2=CC=C(CCNC(=O)C1CCN(CC1)C(=O)NC=1C=C3CN(C(C3=CC1)=O)C1C(NC(CC1)=O)=O)C=C2)C N4-(4-((3-((2,6-dimethylphenyl)amino)-1-methyl-1H-pyrazolo[3,4-d]pyrimidin-6-yl)amino)phenethyl)-N1-(2-(2,6-dioxopiperidin-3-yl)-1-oxoisoindolin-5-yl)piperidine-1,4-dicarboxamide